methyl (3S)-1-[2-methyl-3-[4-(o-tolyl)-2-oxo-chromen-7-yl] propanoyl]pyrrolidine-3-carboxylate CC(C(=O)N1C[C@H](CC1)C(=O)OC)CC1=CC=C2C(=CC(OC2=C1)=O)C1=C(C=CC=C1)C